ClC1=NC=C(C(=C1)NC1=C(C(=O)NOC)C=CC=C1)Cl 2-[(2,5-dichloro-pyridin-4-yl)amino]-N-methoxy-benzamide